F[C@@H]1CN(CC[C@@H]1NC1=NN2C(C(=N1)OC([2H])([2H])[2H])=C(C=C2)C=2C=CC1=C(N(N=N1)CCF)C2)C(C([2H])([2H])[2H])=O 1-((3R,4S)-3-fluoro-4-((5-(1-(2-fluoroethyl)-1H-benzo[d][1,2,3]triazol-6-yl)-4-(methoxy-d3)pyrrolo[2,1-f][1,2,4]triazin-2-yl)amino)piperidin-1-yl)ethan-1-one-2,2,2-d3